3-(1-ethoxyethoxy)-2-methylbutanal C(C)OC(C)OC(C(C=O)C)C